(R)-2-(4-(4-butylphenyl)-1H-1,2,3-triazol-1-yl)-3-(3-(2,2-difluorobenzo[d][1,3]dioxolan-4-yl)phenyl)propionic acid C(CCC)C1=CC=C(C=C1)C=1N=NN(C1)[C@@H](C(=O)O)CC1=CC(=CC=C1)C1=CC=CC=2OC(OC21)(F)F